C(=C)C1=CC=CC2=C(C=CC=C12)CCCCCC 1-vinyl-5-hexyl-naphthalene